[Ca].[Si].[Fe] iron-silicon-calcium